4-Cyclopropyl-N-(3-(1,3-diaminobutyl)-4-fluorophenyl)-2-(4-fluoro-2-methylphenoxy)-5-(trifluoroMethyl)benzamide C1(CC1)C1=CC(=C(C(=O)NC2=CC(=C(C=C2)F)C(CC(C)N)N)C=C1C(F)(F)F)OC1=C(C=C(C=C1)F)C